C1(=CC=CC=C1)[C@@H](CNC(OC(C)(C)C)=O)NS(=O)(=O)C1=CC=C(C=C1)OC(F)(F)F tert-butyl (S)-(2-phenyl-2-((4-(trifluoromethoxy)phenyl)sulfonamido)ethyl)carbamate